CS(=O)(=O)C1=CC(=C(OCC#CC=2N(C3=CC=CC(=C3C2)NC2CCC(CC2)N(C)C)CC(F)(F)F)C=C1)NC (1R,4R)-N4-(2-{3-[4-methanesulfonyl-2-(methylamino)phenoxy]prop-1-yn-1-yl}-1-(2,2,2-trifluoroethyl)-1H-indol-4-yl)-N1,N1-dimethylcyclohexane-1,4-diamine